C(C)(C)(C)OC(=O)O[C@H]([C@@]1(NC([C@H]2[C@@]1(O[C@@H](C2)OC)C)=O)C(=O)OC)[C@@H]2C=CCCC2 methyl (2S,3aR,6S,6aS)-6-((S)-((tert-butoxycarbonyl)oxy)((S)-cyclohex-2-en-1-yl)methyl)-2-methoxy-6a-methyl-4-oxohexahydro-2H-furo[2,3-c]pyrrole-6-carboxylate